n-hexane dibromide [Br-].[Br-].CCCCCC